rac-(3R,4R)-1-(2-methyl-cyclopentyl)-4-{[5-(2,4,6-trifluoro-phenyl)-isoxazole-3-carbonyl]-amino}-piperidine-3-carboxylic acid CC1C(CCC1)N1C[C@H]([C@@H](CC1)NC(=O)C1=NOC(=C1)C1=C(C=C(C=C1F)F)F)C(=O)O |r|